ClC1=NC=2C=CC=C(C2C=C1)S(=O)(=O)NC=1C(=NC(=C(C1)F)C1CC1)OC 2-chloro-N-(6-cyclopropyl-5-fluoro-2-methoxy-3-pyridyl)quinoline-5-sulfonamide